tert-butyl (1-(2,3-dihydro-1H-pyrrolo[2,3-b]pyridin-4-yl)azetidin-3-yl)(methyl)carbamate N1CCC=2C1=NC=CC2N2CC(C2)N(C(OC(C)(C)C)=O)C